2,2-dimethyl-3-(2-methyl prop-1-enyl)-cyclopropanecarboxylate CC1(C(C1C=C(C)C)C(=O)[O-])C